carbamic acid, amide C(N)(N)=O